C(N)(=O)C=1C=C(C=NC1)C1=CC2=C(C=C1OC)COC1=C2N(N=C1C(=O)O)C1=CC(=CC(=C1)Cl)Cl 8-(5-carbamoyl-3-pyridyl)-1-(3,5-dichlorophenyl)-7-methoxy-5H-isochromeno[4,3-c]pyrazole-3-carboxylic acid